C(C)O[Si](CCCC[Si](OCC)(OCC)OCC)(OCC)OCC 1,4-bis(triethoxysilyl)butane